tert-butyl ((1s,4s)-4-((4,4-dimethyl-2,5-dioxo-1-((2-(trimethylsilyl)ethoxy)methyl)pyrrolidin-3-yl)oxy)cyclohexyl)carbamate CC1(C(C(N(C1=O)COCC[Si](C)(C)C)=O)OC1CCC(CC1)NC(OC(C)(C)C)=O)C